BrC1=C(C2=CC=CC=C2C=C1)C(=O)N bromonaphthalamide